C(C)(=O)C1=CC=C(C=C1)C=1C=2N(C=C(C1)C1=CC(=CC=C1)C#N)C=C(N2)C2=CC=C(C=C2)NC(CN)=O N-(4-(8-(4-acetylphenyl)-6-(3-cyanophenyl)imidazo[1,2-a]pyridin-2-yl)phenyl)-2-aminoacetamide